C1(CC1)C(=O)NC1=CC=C(C(=O)NNC(=O)C2=C(C(=O)O)C=CC=C2)C=C1 2-(2-(4-(cyclopropanecarboxamido)benzoyl)hydrazine-1-carbonyl)benzoic acid